tert-butyl 6-(prop-2-yn-1-yl)-1,4-oxazepane-4-carboxylate C(C#C)C1CN(CCOC1)C(=O)OC(C)(C)C